3-fluoro-N-(2-methoxyphenyl)-3-(p-toluenesulfonyl)acrylamide FC(=CC(=O)NC1=C(C=CC=C1)OC)S(=O)(=O)C1=CC=C(C)C=C1